2-[[6-[cyclopropylmethyl(methyl)amino]-1,3-benzodioxol-5-yl]sulfanyl]-1-[2-(2,2-dimethylpropylamino)ethyl]-N,N-bis[(4-methoxyphenyl)methyl]imidazo[4,5-c]pyridin-4-amine C1(CC1)CN(C=1C(=CC2=C(OCO2)C1)SC=1N(C2=C(C(=NC=C2)N(CC2=CC=C(C=C2)OC)CC2=CC=C(C=C2)OC)N1)CCNCC(C)(C)C)C